(R)-4-(3'-(3-((3-hydroxypyrrolidin-1-yl)methyl)-1,7-naphthyridin-8-ylamino)-2,2'-dimethylbiphenyl-3-ylamino)pyrido[3,2-d]pyrimidine-7-carbaldehyde O[C@H]1CN(CC1)CC=1C=NC2=C(N=CC=C2C1)NC=1C(=C(C=CC1)C1=C(C(=CC=C1)NC=1C2=C(N=CN1)C=C(C=N2)C=O)C)C